BrC1=C2C(C(N(C2=CC=C1)C1CC1)=O)=O 4-Bromo-1-cyclopropylindoline-2,3-dione